C(C)(C)(C)OC(=O)N1CCC=2C=C(C(=NC2C1)OCC1=C(C=C(C=C1)Cl)F)Cl chloro-2-((4-chloro-2-fluorobenzyl)oxy)-5,8-dihydro-1,7-naphthyridine-7(6H)-carboxylic acid tert-butyl ester